C1(C(C(C(C(C1[2H])([2H])[2H])([2H])[2H])([2H])[2H])([2H])[2H])([2H])C1=C(C(=NN=N1)C=1C(=C(C(=C(C1)C1=C(C(=C2C(C3=C([Se]2)C(=C(C(=C3[2H])[2H])[2H])[2H])=C1)[2H])[2H])[2H])[2H])[2H])C1(C(C(C(C(C1[2H])([2H])[2H])([2H])[2H])([2H])[2H])([2H])[2H])[2H] [(diphenyl-d10)triazinylphenyl-d3]dibenzoselenophen-d6